N1C(C2(C3=CC=CC=C13)CC2)=O spiro[cyclopropan-1,3'-indol]-2'-one